C(C)(C)(C)C1=CC=C(C=C1)C#CSC1OCC(C(C1CC(=O)O)CC(=O)O)CC(=O)O (((4-(tert-butyl)phenyl)ethynyl)thio)tetrahydro-2H-pyran-3,4,5-triacetic acid